3-(((3s,4s)-4-(4-cyano-3-fluorophenoxy)-3-hydroxy-3-(hydroxymethyl)pyrrolidin-1-yl)sulfonyl)-pyridine-2-carbonitrile C(#N)C1=C(C=C(O[C@@H]2[C@](CN(C2)S(=O)(=O)C=2C(=NC=CC2)C#N)(CO)O)C=C1)F